O[C@H](CNC=1N=CC2=C(C3=C(N(C=4C(=CC=CC34)P(C)(C)=O)COCC[Si](C)(C)C)CCC2)N1)C (S)-(2-((2-hydroxypropyl)amino)-8-((2-(trimethylsilyl)ethoxy)methyl)-5,6,7,8-tetrahydropyrimido[4',5':3,4]cyclohepta[1,2-b]indol-9-yl)dimethylphosphine oxide